The molecule is a monounsaturated long-chain fatty acid composed of tridecanoic acid having a 2-cyclopentenyl substituent at the 13-position. It has a role as a plant metabolite. It is a long-chain fatty acid, a monounsaturated fatty acid and a cyclopentenyl fatty acid. C1CC(C=C1)CCCCCCCCCCCCC(=O)O